C(=O)OCCC1=CC=CC=C1 PHENETHYL FORMATE